NC1=CC(=NN1C)C1=C2C=CC(=NC2=CC=C1)C(=O)O 5-(5-amino-1-methyl-1H-pyrazol-3-yl)quinoline-2-carboxylic acid